2-Methyl-5-[4-(2-methylsulfonylethyl)-1,4-diazepan-1-yl]-N-[(1R)-1-(1-naphthyl)ethyl]benzamide CC1=C(C(=O)N[C@H](C)C2=CC=CC3=CC=CC=C23)C=C(C=C1)N1CCN(CCC1)CCS(=O)(=O)C